decyl-lauric acid C(CCCCCCCCC)C(C(=O)O)CCCCCCCCCC